(5'S,7a'R)-5'-(3,5-difluorophenyl)-1-(2,3-dihydro-1-benzo-furan-5-carbonyl)-tetrahydro-3'H-spiro[piperidine-4,2'-pyrrolo[2,1-b][1,3]-oxazol]-3'-one FC=1C=C(C=C(C1)F)[C@@H]1CC[C@H]2OC3(C(N21)=O)CCN(CC3)C(=O)C=3C=CC2=C(CCO2)C3